4-chlorophenyl 6-(4-(trifluoromethyl)phenyl)pyrazine-2-carboxylate FC(C1=CC=C(C=C1)C1=CN=CC(=N1)C(=O)OC1=CC=C(C=C1)Cl)(F)F